(-)-6-(4-{[3-(Difluoromethoxy)pyridin-2-yl]oxy}-2-methylphenyl)-1,5-dimethylpyrimidin-2,4(1H,3H)-dion FC(OC=1C(=NC=CC1)OC1=CC(=C(C=C1)C1=C(C(NC(N1C)=O)=O)C)C)F